2-(((tert-Butoxycarbonyl)(methyl)amino)methyl)-5-methylbenzofuran-6-carboxylic acid C(C)(C)(C)OC(=O)N(C)CC=1OC2=C(C1)C=C(C(=C2)C(=O)O)C